FC=1C=C(C=CC1OC=1C=C2C=NN(C2=CC1C=1C=NNC1)CC)NC(=O)C=1C(N(C(=CC1)OC)C1=CC=C(C=C1)F)=O N-(3-fluoro-4-(1-ethyl-6-(1H-pyrazol-4-yl)-1H-indazol-5-yloxy)phenyl)-1-(4-fluorophenyl)-6-methoxy-2-oxo-1,2-dihydropyridine-3-carboxamide